C(C)(C)C1=C(NC2=CC=C(C=C12)C1CCN(CC1)CCC)C=1C=C(C(N(C1)C)=O)COC 5-(3-isopropyl-5-(1-propylpiperidin-4-yl)-1H-indol-2-yl)-3-(methoxymethyl)-1-methylpyridin-2(1H)-one